FC1=C(C=C2CCN(CC2=C1)C(=O)OC(C)(C)C)[N+](=O)[O-] tert-butyl 7-fluoro-6-nitro-3,4-dihydroisoquinoline-2(1H)-carboxylate